C(C)S(=O)(=O)N(C1=C(C=CC=C1)OC)C=1C=C2C=NNC2=CC1C1CC12C(NC1=CC=C(C=C21)OC)=O 3-[5-(ethanesulfonyl-2-methoxyanilino)-1H-indazol-6-yl]-5'-methoxyspiro[cyclopropane-1,3'-indol]-2'(1'H)-one